1-[3-[4-[3-[3-amino-6-(2-hydroxyphenyl)pyridazin-4-yl]-3,8-diazabicyclo[3.2.1]octan-8-yl]-2-pyridyl]prop-2-ynyl]-3-(fluoromethyl)azepan-3-ol NC=1N=NC(=CC1N1CC2CCC(C1)N2C2=CC(=NC=C2)C#CCN2CC(CCCC2)(O)CF)C2=C(C=CC=C2)O